[6-(azepan-1-yl)-5-methoxycarbonylpyridin-2-yl]azanium N1(CCCCCC1)C1=C(C=CC(=N1)[NH3+])C(=O)OC